N[C@H]1CS(C2=C(N(C1=O)CC1=CC=C(C=C1)C1=NOC(=N1)C1CC1)C=C(C=C2)C2=NOC(=N2)C=2C(=NC(=CC2)F)C)(=O)=O (3R)-3-amino-5-[[4-(5-cyclopropyl-1,2,4-oxadiazol-3-yl)phenyl]methyl]-7-[5-(6-fluoro-2-methyl-3-pyridinyl)-1,2,4-oxadiazol-3-yl]-1,1-dioxo-2,3-dihydro-1λ6,5-benzothiazepine-4-One